N-(3-carbamoylphenyl)-4,5-dichloro-2-[4-(trifluoromethoxy)phenoxy]benzamide C(N)(=O)C=1C=C(C=CC1)NC(C1=C(C=C(C(=C1)Cl)Cl)OC1=CC=C(C=C1)OC(F)(F)F)=O